N1=CC=C2N1CCCN(C2)C(=O)OC(C)(C)C tert-butyl 4,6,7,8-tetrahydropyrazolo[1,5-a][1,4]diazepine-5-carboxylate